C(CC)C=COF perfluoro (n-propyl-vinyl) ether